(1S,2S)-trans-2-(4-(chloro)phenoxy)cyclohexyl-2,2,3,3-tetrafluoropropyl-sulfite ClC1=CC=C(O[C@@H]2[C@H](CCCC2)OS(=O)([O-])CC(C(F)F)(F)F)C=C1